COCCN1N=CC(=C1)C=1C=CC=2N(C1)N=NC2C(=O)NC=2C(=NC=C(C2)NC(CN2[C@H](CCC2)C)=O)C (S)-6-(1-(2-methoxyethyl)-1H-pyrazol-4-yl)-N-(2-methyl-5-(2-(2-methylpyrrolidin-1-yl)acetamido)pyridin-3-yl)-[1,2,3]triazolo[1,5-a]pyridine-3-carboxamide